6-fluoro-5-methyl-1-tetrahydropyran-2-yl-4-(4,4,5,5-tetramethyl-1,3,2-dioxaborolan-2-yl)indazole FC1=C(C(=C2C=NN(C2=C1)C1OCCCC1)B1OC(C(O1)(C)C)(C)C)C